C(C)(C)(C)OC(=O)N1CC2=C(CC1)N(C(=N2)C(NC2=C(C(=CC=C2)Br)Cl)=O)C Tert-butyl-2-((3-bromo-2-chlorophenyl) carbamoyl)-1-methyl-1,4,6,7-tetrahydro-5H-imidazo[4,5-c]pyridine-5-carboxylate